[(2S,3S,4R,5R)-5-[2-chloro-4-[[(1R)-1-(4-fluorophenyl)ethyl]-amino]pyrrolo[2,3-d]-pyrimidin-7-yl]-3,4-dihydroxy-tetrahydro-furan-2-yl]methyl-sulfonylmethylphosphonic acid ClC=1N=C(C2=C(N1)N(C=C2)[C@H]2[C@@H]([C@@H]([C@H](O2)CS(=O)(=O)CP(O)(O)=O)O)O)N[C@H](C)C2=CC=C(C=C2)F